N-[[(2R)-6-(1-adamantylmethyl)-6-azaspiro[2.5]octan-2-yl]methyl]-6-(2-chloro-5-fluoro-phenyl)pyridazin-3-amine C12(CC3CC(CC(C1)C3)C2)CN2CCC3([C@@H](C3)CNC=3N=NC(=CC3)C3=C(C=CC(=C3)F)Cl)CC2